COC=1C=C(C=C(C1)OC)C1C(C(CCC1)C1=CC(=CC(=C1)OC)OC)(C1=C(C=CC=C1C1=C(C=C(C=C1C)C)C)C1=C(C=C(C=C1C)C)C)P(=O)=O 2,6-bis(3,5-dimethoxyphenyl)-1-[2,6-bis(2,4,6-trimethylphenyl)phenyl]-phosphocyclohexane